ClC1=CC=C(CC2C(N(C3CC23)C2=CC(=NN2)C2=CN=NC=C2)=O)C=C1 Exo-4-(4-chlorobenzyl)-2-(3-(pyridazin-4-yl)-1H-pyrazol-5-yl)-2-azabicyclo-[3.1.0]hexan-3-one